4-[4-Cyano-3-hydroxy-6-(4-trifluoromethyl-benzyl)-pyridin-2-yl]-4-oxo-butyric acid C(#N)C1=C(C(=NC(=C1)CC1=CC=C(C=C1)C(F)(F)F)C(CCC(=O)O)=O)O